AMINOPYRIMIDIN-AMID NC1=NC(=NC=C1)C(=O)N